ClC=1C(=NC(=NC1)NC=1C=C(C=NC1)N1C(CCC1)=O)C=1C=NN(C1)C1CCNCC1 1-(5-((5-chloro-4-(1-(piperidin-4-yl)-1H-pyrazol-4-yl)pyrimidin-2-yl)amino)pyridin-3-yl)pyrrolidin-2-one